tetrakistriphenylphosphine palladium(II) [Pd+2].C1(=CC=CC=C1)P(C1=CC=CC=C1)C1=CC=CC=C1.C1(=CC=CC=C1)P(C1=CC=CC=C1)C1=CC=CC=C1.C1(=CC=CC=C1)P(C1=CC=CC=C1)C1=CC=CC=C1.C1(=CC=CC=C1)P(C1=CC=CC=C1)C1=CC=CC=C1